4-(5-{cyclopropyl[(1S,2S,3R,5R)-2-fluoro-8-azabicyclo[3.2.1]octan-3-yl]amino}pyrazin-2-yl)-2-fluoro-5-hydroxybenzonitrile C1(CC1)N(C=1N=CC(=NC1)C1=CC(=C(C#N)C=C1O)F)[C@H]1[C@H]([C@@H]2CC[C@H](C1)N2)F